COC=1C=NC=CC1C1=CC=C(C(=O)O)C=C1 4-(3-methoxypyridin-4-yl)benzoic acid